ClC1=NC2=C(C(=CC=C2C=C1)CN(C(C)=O)C1=C(C=CC=C1)S(=O)(=O)C)Cl N-[(2,8-dichloroquinolin-7-yl)methyl]-N-(2-methanesulfonylphenyl)acetamide